4-(3-trifluoromethylphenyl)-1,2,4-triazolin-3,5-dione FC(C=1C=C(C=CC1)N1C(N=NC1=O)=O)(F)F